NC=1N=CC(=NC1OC(C)C1=C(C(=CC=C1Cl)F)Cl)C1=CC=C(C=C1)NC(=O)N1C[C@H](CC1)N (S)-3-amino-pyrrolidine-1-carboxylic acid (4-{5-amino-6-[1-(2,6-dichloro-3-fluoro-phenyl)-ethoxy]-pyrazin-2-yl}-phenyl)-amide